(S)-2-tert-butoxycarbonylamino-4-[(E)-3-(3-chloro-2-fluorophenyl)-acryloylamino]-butyric acid tert-butyl ester C(C)(C)(C)OC([C@H](CCNC(\C=C\C1=C(C(=CC=C1)Cl)F)=O)NC(=O)OC(C)(C)C)=O